trimethoxysilylacetic acid CO[Si](OC)(OC)CC(=O)O